C(C)(=O)C1=CN(C2=CC=C(C=C12)NC=1N=NC=CC1)CC(=O)N(C(C)C)CC(=O)NCC1=C(C(=CC=C1)Cl)F 2-(3-acetyl-5-(pyridazin-3-ylamino)-1H-indol-1-yl)-N-(2-((3-chloro-2-fluorobenzyl)amino)-2-oxoethyl)-N-isopropylacetamide